(2-(4-methylpiperazin-1-yl)ethyl)-2-(naphthalen-2-yl)-5-(2-nitrophenyl)oxazole-4-carboxamide CN1CCN(CC1)CCNC(=O)C=1N=C(OC1C1=C(C=CC=C1)[N+](=O)[O-])C1=CC2=CC=CC=C2C=C1